N-(3,4-dimethoxybenzyl)-2-hydroxy-N-(3-(4-methoxyphenyl)-3-phenylpropyl)acetamide COC=1C=C(CN(C(CO)=O)CCC(C2=CC=CC=C2)C2=CC=C(C=C2)OC)C=CC1OC